3-[4-(3H-imidazo[4,5-b]pyridin-6-yloxy)phenyl]-1-[5-(trifluoromethyl)-3-pyridinyl]-2,4-imidazolidinedione N1=CNC2=NC=C(C=C21)OC2=CC=C(C=C2)N2C(N(CC2=O)C=2C=NC=C(C2)C(F)(F)F)=O